C(C)(=O)C1=C(NC2=C(C=CC(=C2C1=O)Cl)Br)S(=O)CC1=CC(=CC(=C1)S(F)(F)(F)(F)F)F 3-acetyl-8-bromo-5-chloro-2-((3-fluoro-5-(pentafluorosulfanyl)benzyl)sulfinyl)quinolin-4(1H)-one